FC=1C=CC=C2C(=NN(C12)CC1=C(C=CC=C1)F)C1=NC(=C(C(=N1)N)NC(C)C1CCOCC1)N 2-(7-fluoro-1-(2-fluorobenzyl)-1H-indazol-3-yl)-N5-(1-(tetrahydro-2H-pyran-4-yl)ethyl)pyrimidine-4,5,6-triamine